N-(4-{[(2S)-6-chloro-4-oxo-3,4-dihydro-2H-1-benzopyran-2-carbonyl]amino}bicyclo[2.2.2]octan-1-yl)-5-(trifluoromethoxy)pyridine-2-carboxamide ClC=1C=CC2=C(C(C[C@H](O2)C(=O)NC23CCC(CC2)(CC3)NC(=O)C3=NC=C(C=C3)OC(F)(F)F)=O)C1